4-bromo-2,6-difluorotoluene BrC1=CC(=C(C)C(=C1)F)F